ClC=1C(=C(C=CC1F)N(C(=O)[C@H]1N(C[C@H](C1)C#N)C1=NC(=CC(=C1)C(F)(F)F)C)C)F (2s,4s)-N-(3-chloro-2,4-difluorophenyl)-4-cyano-N-methyl-1-[6-methyl-4-(trifluoromethyl)pyridin-2-yl]pyrrolidine-2-carboxamide